3-cyano-4-((E)-4-((4-hydroxyphenyl)diazenyl)styryl)-5,5-dimethylfuran C(#N)C=1COC(C1\C=C\C1=CC=C(C=C1)N=NC1=CC=C(C=C1)O)(C)C